4-(cyclopentylamino)-2-(methylthio)pyrimidine-5-Formaldehyde C1(CCCC1)NC1=NC(=NC=C1C=O)SC